CC(CC(C)O)CCC(CC(C)C)C (+/-)-4,7,9-trimethyldecan-2-ol